iso-Butylketon C(C(C)C)C(=O)CC(C)C